CC=1N=C(SC1C)NC(=O)C1=C(C=CC=C1)NC(CCCCCCCCCCCCS(=O)(=O)[O-])=O 12-((2-((4,5-dimethylthiazol-2-yl) carbamoyl) phenyl) amino)-12-oxododecylmethanesulfonate